1-(4-methoxyphenyl)-N-[[5-(1-piperidinyl)-3-pyridinyl]methyl]methylamine COC1=CC=C(C=C1)CNCC=1C=NC=C(C1)N1CCCCC1